(4-methyl-6-((triisopropylsilyl)ethynyl)pyrimidin-2-yl)methyl 4-methylbenzenesulfonate CC1=CC=C(C=C1)S(=O)(=O)OCC1=NC(=CC(=N1)C)C#C[Si](C(C)C)(C(C)C)C(C)C